C(C)(C)(C)OC(=O)N1C[C@H](CC=C1C1=CC(=CC=C1)C(CCN(C)C)(F)F)C.[N+](=O)([O-])C1=CC=C(C2=NON=C21)NCCC=2C(OC1=CC=CC=C1C2)=O 2-(4-nitro-2,1,3-benzoxadiazol-7-yl)aminoethylcoumarin (S)-tert-butyl-6-(3-(3-(dimethylamino)-1,1-difluoropropyl)phenyl)-3-methyl-3,4-dihydropyridine-1(2H)-carboxylate